tert-butyl 3-[(1H-pyrrolo[2,3-c]pyridin-3-yl)methyl]pyrrolidine-1-carboxylate N1C=C(C=2C1=CN=CC2)CC2CN(CC2)C(=O)OC(C)(C)C